COC1=C(C=C(C=C1)C(F)(F)F)NCC1=CC=CC=C1 (2-methoxy-5-(trifluoromethyl)phenyl)benzylamine